(2,2-dipropargyl)-propyl-phosphate C(C#C)C(COP(=O)([O-])[O-])(C)CC#C